1,1-dimethylpropylamine CC(CC)(C)N